S1C(=NC2=C1C=CC=C2)CC=2SC1=C(N2)C=CC=C1 di(benzo[d]thiazole-2-yl)methane